5-[(2,6-difluoro-4-pyridyl)amino]-N-pentyl-1H-pyrrolo[2,3-c]pyridine-7-carboxamide FC1=NC(=CC(=C1)NC=1C=C2C(=C(N1)C(=O)NCCCCC)NC=C2)F